FC=1C=C(C=CC1[N+](=O)[O-])S(=O)(=O)NC(COC1=CC2=CC=CC=C2C=C1)=O N-((3-fluoro-4-nitrophenyl)sulfonyl)-2-(naphthalen-2-yloxy)acetamide